4,6-dichloro-1H-pyrrolo[3,2-c]pyridine-7-carboxamide ClC1=NC(=C(C2=C1C=CN2)C(=O)N)Cl